3-(3-furyl)propanol O1C=C(C=C1)CCCO